4-(8-((5-methoxy-7-(methyl-d3)-1H-indol-4-yl)methyl)-1-oxa-8-azaspiro[4.5]decan-7-yl)benzoic acid COC=1C(=C2C=CNC2=C(C1)C([2H])([2H])[2H])CN1C(CC2(CCCO2)CC1)C1=CC=C(C(=O)O)C=C1